2'-ethynyl-biphenyl-2-yl-carboxamide C(#C)C1=C(C=CC=C1)C1=C(C=CC=C1)C(=O)N